2-cyano-N-[(3R)-1-[7-(ethylamino)-5-fluoro-3-methyl-2-OXO-indolin-3-yl]-3-piperidyl]-2-azaspiro[3.3]heptane-6-carboxamide C(#N)N1CC2(C1)CC(C2)C(=O)N[C@H]2CN(CCC2)C2(C(NC1=C(C=C(C=C21)F)NCC)=O)C